zirconium Lead lanthanum [La].[Pb].[Zr]